C(C1=CC=CC=C1)C=1C=C(SC1)C1=CN(C=2N=C(N=CC21)Cl)[C@H]2[C@@H]([C@@H]([C@H](C2)CNCCCNCCC2=CC=CC=C2)O)O (1R,2S,3R,5R)-3-[5-(4-benzylthiophen-2-yl)-2-chloropyrrolo[2,3-d]pyrimidin-7-yl]-5-[{{3-[(2-phenylethyl)amino]propyl}amino}methyl]cyclopentane-1,2-diol